COC1=NNC=C1C1N(CCC1)CC1=CC=C(OC2=CC=C(C(=O)N)C=C2)C=C1 (+)-4-(4-{[2-(3-Methoxy-1H-pyrazol-4-yl)pyrrolidin-1-yl]methyl}phenoxy)benzamid